NC([C@H](CCC(=O)OC(C)(C)C)N1C(C2=C(C=C(C=C2C1)Br)F)=O)=O tert-butyl (S)-5-amino-4-(5-bromo-7-fluoro-1-oxoisoindolin-2-yl)-5-oxopentanoate